2-(2,6-dioxopiperidin-3-yl)-5-(5-((4'-fluoro-5,5-dimethyl-3,4,5,6-tetrahydro-[1,1'-biphenyl]-2-yl)methyl)-2,5-diazabicyclo[2.2.2]octan-2-yl)isoindoline-1,3-dione O=C1NC(CCC1N1C(C2=CC=C(C=C2C1=O)N1C2CN(C(C1)CC2)CC2=C(CC(CC2)(C)C)C2=CC=C(C=C2)F)=O)=O